ethyl (3S,4R)-3-((tert-butoxycarbonyl) amino)-4-hydroxycyclopentane-1-carboxylate C(C)(C)(C)OC(=O)N[C@H]1CC(C[C@H]1O)C(=O)OCC